[(3R,6S)-6-[5-(4-chlorophenyl)-1,3,4-oxadiazol-2-yl]-1-methylpiperidin-3-yl]Acetamide ClC1=CC=C(C=C1)C1=NN=C(O1)[C@@H]1CC[C@@H](CN1C)CC(=O)N